chlorofluoroaniline C1=CC(=C(C=C1N)Cl)F